C(C)(C)(C)OC(=O)NC[C@@H](C(=O)[O-])C1=CC=C(C=C1)COC(C1=C(C=C(C=C1)C)C)=O.[NH2+]1CCCCC1 piperidinium (S)-3-((tert-butoxycarbonyl)amino)-2-(4-(((2,4-dimethylbenzoyl)oxy)methyl)phenyl)propanoate